[4-[[3-[4-(difluoromethoxy)phenyl]imidazo[1,2-a]pyrazin-8-yl]amino]-2-methylphenyl]-[4-[(3R,4S)-3-hydroxypiperidine-4-carbonyl]piperazin-1-yl]methanone FC(OC1=CC=C(C=C1)C1=CN=C2N1C=CN=C2NC2=CC(=C(C=C2)C(=O)N2CCN(CC2)C(=O)[C@@H]2[C@H](CNCC2)O)C)F